CC(C)NP(OCCC#N)NC(C)C 3-([bis[(propan-2-yl)amino]phosphino]oxy)propionitrile